5-Bromo-N-(8,9-difluoro-6-oxo-1,2,3,4,5,6-hexahydrobenzo[c][1,7]naphthyridin-1-yl)-N-methylisoindoline-2-carboxamide BrC=1C=C2CN(CC2=CC1)C(=O)N(C)C1C=2C3=C(C(NC2CNC1)=O)C=C(C(=C3)F)F